6-((1-Acetylpiperidin-4-yl)amino)-2-methylpyrimidine-4-carboxylic acid methyl ester COC(=O)C1=NC(=NC(=C1)NC1CCN(CC1)C(C)=O)C